4-azidotetrafluorobenzoic acid N(=[N+]=[N-])C1=C(C(=C(C(=O)O)C(=C1F)F)F)F